tetrahydro-2H-pyran-3,4,5-triacetic acid O1CC(C(C(C1)CC(=O)O)CC(=O)O)CC(=O)O